Palladium (0) bis(dibenzylidene-acetone) C(C1=CC=CC=C1)=CC(=O)C=CC1=CC=CC=C1.C(C1=CC=CC=C1)=CC(=O)C=CC1=CC=CC=C1.[Pd]